1-cyclopentylmethanamine C1(CCCC1)CN